COC(C(C(CC)=O)N1CCN([C@H]2CC[C@H]12)C(=O)OC(C)(C)C)=O tert-butyl (1S,6S)-5-(1-methoxy-1,3-dioxopentan-2-yl)-2,5-diazabicyclo[4.2.0]octane-2-carboxylate